(2-((2-amino-7H-purin-6-yl)thio)ethyl)-3,4-dimethoxybenzamide NC1=NC(=C2NC=NC2=N1)SCCC1=C(C(=O)N)C=CC(=C1OC)OC